4-(methylamino)butyric acid CNCCCC(=O)O